C(C)(=O)NC1=CC=C2C(=NC3(CCCCC3(C2=C1)C)CC(F)(F)F)C1=CC=C(C=C1)NC(C)=O N-(4-(9-acetamido-10b-methyl-4a-(2,2,2-trifluoroethyl)-1,2,3,4,4a,10b-hexahydrophenanthridin-6-yl)phenyl)acetamide